BrC=1C=C(C(=NC1)Cl)C=1N=NNN1 5-bromo-2-chloro-3-(2H-tetrazol-5-yl)pyridine